ethyl 5-mercapto-1-(4-methoxybenzyl)-1H-1,2,3-triazole-4-carboxylate SC1=C(N=NN1CC1=CC=C(C=C1)OC)C(=O)OCC